Disodium Tetrapropenyl-Phosphane C(=CC)P(C=CC)(C=CC)C=CC.[Na].[Na]